OCCSC=1C=C(C=C(C1)SCCO)C[C@@H](C(=O)N[C@H](C(=O)OCC)CC1=CC=C(C=C1)OC)NC(=O)OC(C)(C)C ethyl (2S)-2-[[(2S)-3-[3,5-bis(2-hydroxyethylsulfanyl) phenyl]-2-(tert-butoxycarbonylamino)propanoyl]amino]-3-(4-methoxyphenyl)propanoate